N-[(1S,2S)-2-Hydroxycyclohexyl]-4-[4-(4-carbamoylpyridin-2-yl)-benzyl]-pyrrolo[1,2-b]pyridazine-2-carboxamide O[C@@H]1[C@H](CCCC1)NC(=O)C=1C=C(C=2N(N1)C=CC2)CC2=CC=C(C=C2)C2=NC=CC(=C2)C(N)=O